C(CCCCCCCCC)N(C(CCCCCCC(C(=O)O)(F)F)CCCCCCCCC)C(CCCN(C)C)=O 9-[N-decyl-4-(dimethylamino)butyrylamino]-2,2-difluorooctadecanoic acid